tris[2-(2-pyridyl)phenyl]iridium N1=C(C=CC=C1)C1=C(C=CC=C1)[Ir](C1=C(C=CC=C1)C1=NC=CC=C1)C1=C(C=CC=C1)C1=NC=CC=C1